Cl.N1N=NN=C1[C@H]1NCCOC1 (R)-3-(1H-tetrazole-5-yl)morpholine hydrochloride